C1=CC(=C(C(=C1)O)O)O The molecule is a benzenetriol carrying hydroxy groups at positions 1, 2 and 3. It has a role as a plant metabolite.